(2R)-1-{5-[(5-chlorothiophen-2-yl)sulfonyl]-1H,2H,3H,4H,5H,6H-pyrrolo[3,4-c]pyrrol-2-yl}-2-hydroxy-2-phenylethan-1-one ClC1=CC=C(S1)S(=O)(=O)N1CC2=C(C1)CN(C2)C([C@@H](C2=CC=CC=C2)O)=O